C1(CC1)C=1C(=C(C(=CC1C1CC1)C(F)F)N1N=C2N=C(NC(C2=C1)=O)COC)C 2-[3,4-dicyclopropyl-6-(difluoromethyl)-2-methylphenyl]-6-(methoxymethyl)-2,5-dihydro-4H-pyrazolo[3,4-d]pyrimidin-4-one